ClC1=CC=C(C=C1)CCC 3-(4-chlorophenyl)propane